1-[3-(4-Bromo-2-methyl-2H-pyrazol-3-yl)-4-methoxyphenyl]-3-(2-fluoro-phenyl)-urea BrC1=C(N(N=C1)C)C=1C=C(C=CC1OC)NC(=O)NC1=C(C=CC=C1)F